ClC=1C(=C(C(=CC1N1CC(CC1)(C1N(CCC1)C)OC)F)S(=O)(=O)NC1=NC(=CC=C1)F)F 3-chloro-2,6-difluoro-N-(6-fluoro-2-pyridyl)-4-[3-methoxy-3-[1-methylpyrrolidin-2-yl]pyrrolidin-1-yl]benzenesulfonamide